C(C)(C)(C)OC(=O)N1CC2=CC=CC(=C2CC1)NC(COC)=O 5-(2-Methoxyacetamido)-3,4-dihydroisoquinoline-2(1H)-carboxylic acid tert-butyl ester